6-(FURAN-2-YL)PYRIDINE-2-CARBALDEHYDE O1C(=CC=C1)C1=CC=CC(=N1)C=O